O.COC=1C=C(CN2C(=NC=3C2=NC=C(C3)C=3C=NN(C3)C)N)C=CC1OCC1=CC=C(C=C1)OC (3-methoxy-4-((4-methoxybenzyl)oxy)benzyl)-6-(1-methyl-1H-pyrazol-4-yl)-3H-imidazo[4,5-b]pyridin-2-amine monohydrate